C(C)OCCOCCOCCOC1=CC=C(C[C@@H]2N(CCN(CCN(CCN(C2)CC(=O)O)CC(=O)O)CC(=O)O)CC(=O)O)C=C1 2,2',2'',2'''-[(2S)-2-(4-{2-[2-(2-Ethoxyethoxy)ethoxy]ethoxy}benzyl)-1,4,7,10-tetraazacyclododecane-1,4,7,10-tetrayl]tetraacetic acid